C1(CC1)S(=O)(=O)NC1=CN=CC(=N1)C(CC)NC(C1=C(C=C(C=C1)C1=NC(=CN=C1)OCC)F)=O N-(1-(6-(cyclopropanesulfonamido)pyrazin-2-yl)propyl)-4-(6-ethoxypyrazin-2-yl)-2-(S)-fluorobenzamide